ClC1=NC(=NC(=N1)C)N1CC2(C1)C[C@@H](CC2)N2CCC(CC2)C2=C(C=CC=C2)OC (R)-2-(4-chloro-6-methyl-1,3,5-triazin-2-yl)-6-(4-(2-methoxyphenyl)piperidin-1-yl)-2-azaspiro[3.4]Octane